4-methyl-2-(methylsulfonyl)pyrazolo[1,5-a][1,3,5]triazine CC1=NC(=NC=2N1N=CC2)S(=O)(=O)C